CC1=C(C=CC=C1NC=1N=CC=C2C=C(C=NC12)CN1CC(C1)CC(=O)O)C1=C(C(=CC=C1)OCCCN1CCOCC1)C 1-((8-((2,2'-dimethyl-3'-(3-morpholinopropoxy)-[1,1'-biphenyl]-3-yl)amino)-1,7-naphthyridin-3-yl)methyl)azetidine-3-acetic acid